1-(1,4,5-Trimethyl-1H-imidazol-2-yl)ethan-1-on CN1C(=NC(=C1C)C)C(C)=O